5-(2-(2-methyl-1H-imidazol-1-yl)phenyl)-3-methylenedihydrofuran-2(3H)-one CC=1N(C=CN1)C1=C(C=CC=C1)C1CC(C(O1)=O)=C